C(C)C1=CN=C(S1)C=1C=C(OC[C@H]2CN(CCO2)C(=O)OC(C)(C)C)C=C(C1)C(N[C@H](C)C=1C=NC(=NC1)C(F)(F)F)=O Tert-butyl (2R)-2-{[3-(5-ethyl-1,3-thiazol-2-yl)-5-({(1R)-1-[2-(trifluoromethyl) pyrimidin-5-yl]ethyl}carbamoyl) phenoxy] methyl}morpholine-4-carboxylate